1-(1-tert-butylphenoxy)-2-propanol C(C)(C)(C)C1(OCC(C)O)CC=CC=C1